N1=C(C=CC2=CC=CN=C12)C=1O[C@@H]([C@H](N1)C1=CC=CC=C1)C1=CC=CC=C1 (4R,5R)-2-(1,8-naphthyridin-2-yl)-4,5-diphenyl-4,5-dihydro-oxazole